The molecule is a beryllium molecular entity consisting of beryllium (+2 oxidation state) and oxide in the ratio 1:1. In the solid state, BeO adopts the hexagonal wurtzite structure form while in the vapour phase, it is present as discrete diatomic covalent molecules. It has a role as a carcinogenic agent. It is a beryllium molecular entity and a metal oxide. [Be]=O